C(C1=CC=CC=C1)N1CC=2N=C(N=C(C2CC1)N1CC(N(CC1)C(=O)OC(C)(C)C)CC#N)O[C@@H](CN(C)C)C tert-Butyl 4-[7-benzyl-2-[(1R)-2-(dimethylamino)-1-methyl-ethoxy]-6,8-dihydro-5H-pyrido[3,4-d]pyrimidin-4-yl]-2-(cyanomethyl)piperazine-1-carboxylate